C(C)(C)(C)OC(=O)N1CCC(CC1)(CN1C=NC2=CC(=CC=C2C1=O)NC(CN1CCN(CC1)C)=O)O 4-Hydroxy-4-((7-(2-(4-methylpiperazin-1-yl)acetamido)-4-oxoquinazolin-3(4H)-yl)methyl)piperidine-1-carboxylic acid tert-butyl ester